CC(C)C=CCC(C=C)C 2,6-dimethyl-3,7-octadiene